(R,E)-N-((4-(4-(trifluoromethyl)phenyl)-4,5,6,7-tetrahydropyrazolo[1,5-a]pyrimidin-6-yl)methyl)but-2-enamide FC(C1=CC=C(C=C1)N1C=2N(C[C@@H](C1)CNC(\C=C\C)=O)N=CC2)(F)F